O=C1N(C(CC1)=O)OC(CCOCCOCCOCCNC(OC(C)(C)C)=O)=O tert-butyl {2-[2-(2-{3-[(2,5-dioxopyrrolidin-1-yl)oxy]-3-oxopropoxy}ethoxy)ethoxy] ethyl}carbamate